C(=O)(OC(C)(C)C)N1[C@@H](CNCC1)C1=CC=CC=C1 (R)-1-Boc-2-phenylpiperazine